hydrazinecarboxylic acid benzyl ester C(C1=CC=CC=C1)OC(=O)NN